4-(3-(2-methoxy-6-methylpyridin-3-yl)pyrazolo[1,5-a]pyrimidin-5-yl)piperazine-1-carboxylic acid isopropyl ester C(C)(C)OC(=O)N1CCN(CC1)C1=NC=2N(C=C1)N=CC2C=2C(=NC(=CC2)C)OC